BrC=1C2(C3=CC=CC=C3C1)CCC(CC2)C#N (1s,4s)-2'-bromospiro[cyclohexane-1,1'-indene]-4-carbonitrile